COC1=C(C(=CC=C1)OC)C=1C(=C(C(=NC1CNCC)O)C(=O)N1CC(CC1)C1=CC(=CC=C1)F)O 5-(2,6-dimethoxyphenyl)-6-[(ethylamino)methyl]-3-[3-(3-fluorophenyl)pyrrolidine-1-carbonyl]pyridine-2,4-diol